C(N)(=O)C1=CC=C(C=C1)NCC=1C2=C(SC1C(=O)O)C=CC=C2Cl 3-(((4-carbamoylphenyl)amino)methyl)-4-chlorobenzo[b]thiophene-2-carboxylic acid